FC(C1=CC=C(NC=2C(=NC=CN2)C#N)C=C1)(F)F 3-[4-(trifluoromethyl)anilino]pyrazine-2-carbonitrile